5-[1-[(5-fluoro-2,3-dihydrobenzofuran-4-yl)methylamino]-2,7-naphthyridin-4-yl]-N,N,1-trimethyl-pyrazole-3-carboxamide FC=1C=CC2=C(CCO2)C1CNC1=NC=C(C2=CC=NC=C12)C1=CC(=NN1C)C(=O)N(C)C